ClC1=C(C=CC=C1)C1C(CN2N=CN=C2)(O1)C1=CC=C(C=C1)F 1-[3-(2-chlorophenyl)-2,3-epoxy-2-(4-fluorophenyl)propyl]-1H-1,2,4-triazole